CN1C(N(C2=C1C=NC(=C2)NC=2C=C1N=CC=NC1=CC2C)N2CCOCC2)=O 3-Methyl-6-((7-methylquinoxalin-6-yl)amino)-1-morpholinyl-1,3-dihydro-2H-imidazo[4,5-c]pyridin-2-one